6-((5-amino-2-methylphenyl)amino)-3-methylquinazolin-4(3H)-one NC=1C=CC(=C(C1)NC=1C=C2C(N(C=NC2=CC1)C)=O)C